COC[C@@H](C)OC=1C=CC2=C(N=CO2)C1 (R)-5-((1-methoxyprop-2-yl)oxy)benzo[d]oxazole